C1(CC1)C1=NC=NC(=C1C=1N=C(C2=C(N1)N(CC2)C#N)O)OC 2-(4-cyclopropyl-6-methoxypyrimidin-5-yl)-4-hydroxy-5,6-dihydro-7H-pyrrolo[2,3-d]pyrimidine-7-carbonitrile